4-bromo-2,5-difluoro-benzenesulfonyl chloride BrC1=CC(=C(C=C1F)S(=O)(=O)Cl)F